5-[[4-[(E)-3-(3,4-Dihydroxyphenyl)prop-2-enoyl]phenyl]methyl]-1,3-thiazolidine-2,4-dione OC=1C=C(C=CC1O)/C=C/C(=O)C1=CC=C(C=C1)CC1C(NC(S1)=O)=O